C(#N)CCN1C(CCCCC1)=O N-(2-cyanoethyl)-ε-caprolactam